C(C)N1C=2C=CC(=CC2C=2C3=C(C=CC12)C(CC3)=O)C(C3=C(C=CC=C3)C)=O N-ethyl-9-(2-methylbenzoyl)-1,6-dihydrocyclopenta[c]carbazol-3(2H)-one